ClC=1N=CC2=C(C=C(C(=C2C1)C(C)C)F)N1[C@@H]([C@H](C1)N(S(=O)(=O)C)C)C N-((2R,3S)-1-(3-chloro-6-fluoro-5-isopropylisoquinolin-8-yl)-2-methylazetidin-3-yl)-N-methylmethanesulfonamide